2-hydroxyphenyl-amide OC1=C(C=CC=C1)[NH-]